O[C@@H](C(=O)OC)CN[C@@H](C)C1=NC=C(N=C1)C(F)(F)F (R)-Methyl 2-hydroxy-3-(((S)-1-(5-(trifluoromethyl)pyrazin-2-yl)ethyl)amino)propanoate